5-(6-chloro-3-(1H-imidazol-1-yl)-5-methoxy-1-methyl-1H-pyrrolo[3,2-b]pyridin-2-yl)-N,N-dimethyl-4H-1,2,4-triazole-3-carboxamide ClC=1C=C2C(=NC1OC)C(=C(N2C)C=2NC(=NN2)C(=O)N(C)C)N2C=NC=C2